C12=C(C3=C(C=4C5=CC=CC=C5CC14)CC3)CC2 diethanofluorene